3-acetyl-1-(2-((2-((3-chloro-2-fluorobenzyl)amino)-2-oxoethyl)(cyclopropyl)amino)-2-oxoethyl)-N-(pyridin-4-ylmethyl)-1H-indole-5-carboxamide C(C)(=O)C1=CN(C2=CC=C(C=C12)C(=O)NCC1=CC=NC=C1)CC(=O)N(C1CC1)CC(=O)NCC1=C(C(=CC=C1)Cl)F